ClC=1C=NC(=C(C(=O)NC2CCC(CC2)CN2C(N(C3=C2C=CC=C3)C=3C=CC(=NC3)C(=O)NCC)=O)C1)C 5-(3-(((1r,4r)-4-(5-chloro-2-methylnicotinamido)cyclohexyl)methyl)-2-oxo-2,3-dihydro-1H-benzo[d]imidazol-1-yl)-N-ethylpicolinamide